FC(C(=O)N[C@@H]1[C@H](N(C(C1)=O)C=1C=C2C=NN(C2=CC1)C1=CN(C(C=C1)=O)C)C1=C(C=C(C=C1)F)F)(C)F |r| 2,2-Difluoro-N-[rac-(2R,3S)-2-(2,4-difluorophenyl)-1-[1-(1-methyl-6-oxo-3-pyridyl)indazol-5-yl]-5-oxo-pyrrolidin-3-yl]propanamid